ClC=1SC=C(C1N1C(N(C2=NC(=NC=C2C1)NC1=C(C=C(C=C1)C1CCN(CC1)C)OC)C1=NC=C(C=C1)OC)=O)C 3-(2-chloro-4-methylthiophen-3-yl)-7-(2-methoxy-4-(1-methylpiperidin-4-yl)phenylamino)-1-(5-methoxypyridin-2-yl)-3,4-dihydropyrimido[4,5-d]pyrimidin-2(1H)-one